C(#N)C1=CC(=C(C(=C1)C(C)C)CC(=O)N[S@@](=O)(=N)C1=C(N=C(S1)C(C)(C)O)CO)C1CC1 |o1:15| (S)- or (R)-(4-cyano-2-cyclopropyl-6-isopropylphenyl)-N-(4-(hydroxymethyl)-2-(2-hydroxypropan-2-yl)thiazol-5-ylsulfonimidoyl)acetamide